C(C)N1C([C@](C2=CC=CC=C12)(C(=O)OC)C)=O Methyl (S)-1-ethyl-3-methyl-2-oxoindoline-3-carboxylate